(S)-ethyl 2-(tert-butoxycarbonyl(2-(1-(3-chloro-5-fluoro-2-((4-methoxyphenoxy)methyl)phenyl)ethylamino)ethyl)amino)acetate C(C)(C)(C)OC(=O)N(CC(=O)OCC)CCN[C@@H](C)C1=C(C(=CC(=C1)F)Cl)COC1=CC=C(C=C1)OC